[Cl-].[Cl-].C[SiH](C)[Zr+2](C1CCC2CC=CC=C12)C1CCC2CC=CC=C12 dimethylsilylbis(tetrahydro-1-indenyl)zirconium dichloride